CNC(C(=O)O)CCC1=CC(=C(C=C1)C(NC)=O)OC 2-(Methylamino)-4-(3-methoxy-4-(methylcarbamoyl)phenyl)butanoic acid